methyl (2S)-2-(benzylamino)-3-methyl-butanoate C(C1=CC=CC=C1)N[C@H](C(=O)OC)C(C)C